3,3-dimethyl-5-(piperidin-4-yl)-3,7-dihydrothieno[2,3-b]pyridine CC1(CSC=2NCC(=CC21)C2CCNCC2)C